amino-7-(tert-butyl)-1-(o-tolyl)pyrido[2,3-d]pyrimidin-2(1H)-one NC=1C2=C(N(C(N1)=O)C1=C(C=CC=C1)C)N=C(C=C2)C(C)(C)C